C(C)O[Si](OCC)(OCC)CN1CN(CC1)C[Si](OCC)(OCC)OCC 1,3-bis(triethoxysilylmethyl)-1,3-diazolidine